FC=1C=C(C=CC1)C1=NN(C=C1)C=1N=C(C2=C(N1)C=CC=N2)N2CCOCC2 4-(2-(3-(3-fluorophenyl)-1H-pyrazol-1-yl)pyrido[3,2-d]pyrimidin-4-yl)morpholine